2,4,5-trifluorophenyl-oxoacetic acid FC1=C(C=C(C(=C1)F)F)C(C(=O)O)=O